CC1(OB(OC1(C)C)C1=CC=C(C=C1)CCSC)C 4,4,5,5-tetramethyl-2-(4-(2-(methylthio)ethyl)phenyl)-1,3,2-dioxaborolane